(1R,3S,5S)-6,6-difluoro-N-[8-(6-methoxypyridazin-4-yl)-6H-isochromeno[3,4-b]pyridin-3-yl]-N-methyl-8-azabicyclo[3.2.1]octan-3-amine FC1([C@@H]2C[C@H](C[C@H](C1)N2)N(C)C2=CC=C1C(=N2)OCC=2C=C(C=CC21)C2=CN=NC(=C2)OC)F